NCCCCCN1C[C@H](CC1)NC1=NC=C(C(=N1)C1=CNC2=CC(=CC=C12)C(=O)O)C(F)(F)F 3-(2-{[(3S)-1-(5-aminopentyl)tetrahydro-1H-pyrrol-3-yl]amino}-5-(trifluoromethyl)pyrimidin-4-yl)-1H-indole-6-carboxylic acid